C[C@@H]1CN(CCN1C)C=1C=CC(=C(C(=O)NC2(CC2)C2=CC(=NC3=CC=CC=C23)C=2C=NN(C2)C)C1)C (R)-5-(3,4-dimethylpiperazin-1-yl)-2-methyl-N-(1-(2-(1-methyl-1H-pyrazol-4-yl)quinolin-4-yl)cyclopropyl)benzamide